FC1=C(C(=C(C(=C1F)O[Si](C)(C)C)F)F)Br 2,3,5,6-tetrafluoro-4-(trimethylsiloxy)bromobenzene